C1(CC1)S(=O)(=O)NC1=CC(=NC=C1)C(COC)NC(=O)C=1SC(=CN1)C1=NC(=CN=C1)OCC N-(1-(4-(cyclopropanesulfonamido)pyridin-2-yl)-2-methoxyethyl)-5-(6-ethoxypyrazin-2-yl)thiazole-2-carboxamide